COC=1C=NC2=C(C=CC=C2C1)C 3-methoxy-8-methylquinolin